O1CC(C1)N1C=CC2=CC(=CC=C12)N 1-(oxetan-3-yl)indol-5-amine